(S)-N-{1,2,3-trimethoxy-11-methyl-10-oxo-9-(2,2,2-trifluoroethoxy)-5,6,7,10-tetrahydrobenzo[a]heptalen-7-yl}acetamide COC1=C(C(=CC2=C1C=1C=C(C(C(=CC1[C@H](CC2)NC(C)=O)OCC(F)(F)F)=O)C)OC)OC